CC1(CCC(CC1)NC1=NN2C(C(=N1)OC(F)(F)F)=C(C=C2)C=2C=C1N=CC=NC1=CC2)O (1s,4s)-1-methyl-4-((5-(quinoxalin-6-yl)-4-(trifluoromethoxy)pyrrolo[2,1-f][1,2,4]triazin-2-yl)amino)cyclohexan-1-ol